Cl.NC(C=1C=C(C#N)C=CC1)([2H])[2H] 3-[amino(2H2)methyl]benzonitrile hydrochloride